C1CN(CCC12CCN(CC2)C(=O)C2=NC(=NC=C2)NC2=CC=CC=C2)C(=O)C2=NC(=NC=C2)NC2=CC=CC=C2 (3,9-diazaspiro[5.5]undecane-3,9-diyl)bis((2-(phenylamino)pyrimidin-4-yl)methanone)